C(C)(C)OC(=O)C=1C(=C(N2C=C(C=C2C1)C1=CC=NN1)C(=C)N1CCOCC1)C 6-methyl-5-(1-morpholinovinyl)-2-(1H-pyrazol-5-yl)indolizine-7-carboxylic acid isopropyl ester